NC1CC(N(CC1)C)=O 4-amino-1-methylpiperidin-2-one